2,4-dimethyl-8-(2,3,5-trifluorophenyl)-4H-chromen-3-carboxamide CC=1OC2=C(C=CC=C2C(C1C(=O)N)C)C1=C(C(=CC(=C1)F)F)F